N-(2-((2,4-Dinitrophenyl)thio)-5-methoxyphenyl)acetamide [N+](=O)([O-])C1=C(C=CC(=C1)[N+](=O)[O-])SC1=C(C=C(C=C1)OC)NC(C)=O